6,8-Bis(benzylthio)octanoic acid C(C1=CC=CC=C1)SC(CCCCC(=O)O)CCSCC1=CC=CC=C1